FC=1C(=NC(=NC1)N[C@H]1[C@@H](COCC1)O)C1=CC=C2C(C(=C(N(C2=C1)C(C)C)C(=O)NC)C)=O 7-(5-fluoro-2-(((3S,4R)-3-hydroxytetrahydro-2H-pyran-4-yl)amino)pyrimidin-4-yl)-1-isopropyl-N,3-dimethyl-4-oxo-1,4-dihydroquinoline-2-carboxamide